[I-].C(C1=CC=CC=C1)(C1=CC=CC=C1)(C1=CC=CC=C1)[NH3+] trityl-ammonium iodide